CS(=O)(=O)OCCC(C=C)(C)C 3,3-dimethylpent-4-enyl methanesulfonate